3-((benzyloxy)carbonyl)-1-((2R,3R,4R,5R)-3,4-diacetoxy-5-(acetoxymethyl)tetrahydrofuran-2-yl)pyridin-1-ium C(C1=CC=CC=C1)OC(=O)C=1C=[N+](C=CC1)[C@@H]1O[C@@H]([C@H]([C@H]1OC(C)=O)OC(C)=O)COC(C)=O